CCCCC[C@H]([C@@H]1[C@H](C[C@H](C[C@H](C[C@H](C[C@H](C[C@H](C[C@@H](/C(=C/C=C/C=C/C=C/C=C/[C@@H]([C@H](OC1=O)C)O)/C)O)O)O)O)O)O)O)O The molecule is a macrolide that is the major component of a mixture of four isomeric polyene macrolides isolated from Streptomyces filipinensis. It has a role as a bacterial metabolite and a fluorescent probe. It is a macrolide, a polyol and an olefinic compound.